pent-4-yn-1-ol formate salt C(=O)O.C(CCC#C)O